tert-butyl 4-(3-iodo-2-methyl-pyrazolo[1,5-a]pyrimidin-5-yl)piperazine-1-carboxylate IC=1C(=NN2C1N=C(C=C2)N2CCN(CC2)C(=O)OC(C)(C)C)C